CNCCN(CNNCCN(CCN(CCCCC)C)C)C 1,4,10,13-tetramethyl-1,4,7,10,13,6-hexaazaoctadecane